C(C)SC=1C=C(C(=NC1C1=NC=2C(=NC=C(C2)C(F)(F)F)N1C)C)OC(C#N)(C)C 2-[[5-Ethylsulfanyl-2-methyl-6-[3-methyl-6-(trifluoromethyl)imidazo[4,5-b]pyridin-2-yl]-3-pyridyl]oxy]-2-methyl-propanenitrile